Sodium tetraphenyl borate [B-](C1=CC=CC=C1)(C2=CC=CC=C2)(C3=CC=CC=C3)C4=CC=CC=C4.[Na+]